8-hydroxy-10-methyl-11-oxo-1,3,4,7,8,9,10,11-octahydro-2H-pyrido[4',3':3,4]Pyrazolo[1,5-a][1,4]Diazepine-2-carboxylic acid OC1CN(C(C=2N(C1)N=C1C2CN(CC1)C(=O)O)=O)C